1-(1Z-octadecenyl)-2-pentadecanoyl-glycero-3-phospho-(1'-sn-glycerol) CCCCCCCCCCCCCCCC/C=C\OC[C@H](COP(=O)(O)OC[C@H](CO)O)OC(=O)CCCCCCCCCCCCCC